C(C)(=O)C1=C(C=CC=C1)C#CC1=C(NC=C1C(=O)OCC)C(=O)OCC diethyl 3-((2-acetylphenyl) ethynyl)-1H-pyrrole-2,4-dicarboxylate